O=C(CCCC(=O)OC(CCC1=CC=C(C=C1)C)CCC1=CC=C(C=C1)C)CCCC(=O)OC(CCCCCCC)CCCCCCC 1-[1,5-bis(4-methylphenyl) pentan-3-yl] 9-pentadecan-8-yl 5-oxoazelate